N-(8-fluoro-2-methylimidazo[1,2-a]pyridin-6-yl)-5-((3'R,4'S)-4'-fluoro-[1,3'-bipyrrolidin]-1'-yl)pyrazine-2-carboxamide tert-Butyl-6-oxa-3-azabicyclo[3.1.0]hexane-3-carboxylate C(C)(C)(C)OC(=O)N1CC2OC2C1.FC=1C=2N(C=C(C1)NC(=O)C1=NC=C(N=C1)N1C[C@H]([C@H](C1)F)N1CCCC1)C=C(N2)C